C(C1=CC=CC=C1)OC=1C(=CC(=C(C1)CC(=O)NC1=CC2=C(NC(=N2)C2(CC2)C(F)(F)F)C=C1)F)C(C)(C)O 2-[5-benzyloxy-2-fluoro-4-(1-hydroxy-1-methyl-ethyl)phenyl]-N-[2-[1-(trifluoromethyl)cyclopropyl]-1H-benzimidazol-5-yl]Acetamide